CN(C)\C=N\NC([C@H](C)O)=O (2S)-N-[(E)-dimethylaminomethyleneamino]-2-hydroxy-propanamide